(Z)-1-(4-amino-2-fluorobut-2-en-1-yl)-4-(3-(N,N-dimethylsulfamoyl)phenyl)-N-methyl-1H-benzo[d][1,2,3]triazol-6-carboxamide Hydrochloride Cl.NC\C=C(\CN1N=NC2=C1C=C(C=C2C2=CC(=CC=C2)S(N(C)C)(=O)=O)C(=O)NC)/F